Butyl 4-(5-((4-hydroxy-3-(methoxycarbonyl)phenoxy)methyl)pyrimidin-2-yl)piperazine-1-carboxylate OC1=C(C=C(OCC=2C=NC(=NC2)N2CCN(CC2)C(=O)OCCCC)C=C1)C(=O)OC